3-((3S,4R)-6-(7-(hydroxymethyl)-7H-pyrrolo[2,3-d]pyrimidin-4-yl)-3-methyl-1,6-diazaspiro[3.4]oct-1-yl)-3-oxopropanenitrile OCN1C=CC2=C1N=CN=C2N2C[C@]1([C@H](CN1C(CC#N)=O)C)CC2